C(CCCCCCCCC)N(C(C(CCCC)CC)=O)C N-decyl-N-methyl-2-ethylhexanamide